(2S)-5,5-dimethyl-2-{[(quinolin-2-yl)methyl]amino}hexanoic acid CC(CC[C@@H](C(=O)O)NCC1=NC2=CC=CC=C2C=C1)(C)C